FC1=C2N(C=3CCCCC13)CCN(C2=O)C2=NC=CC(=C2CO)C=2N=C(C(N(C2)C)=O)NC=2C=NC=CC2 10-fluoro-2-(3-(hydroxymethyl)-4-(4-methyl-5-oxo-6-(pyridin-3-ylamino)-4,5-dihydropyrazin-2-yl)pyridin-2-yl)-3,4,6,7,8,9-hexahydropyrazino[1,2-a]indol-1(2H)-one